2-(Benzylsulfonyl)-1-(4-(5-(chlorodifluoromethyl)-1,2,4-oxadiazol-3-yl)phenyl)ethan-1-on C(C1=CC=CC=C1)S(=O)(=O)CC(=O)C1=CC=C(C=C1)C1=NOC(=N1)C(F)(F)Cl